8a-Ethyl-7-hydroxy-7-methyl-2-(2-((1-(methylsulfonyl)piperidin-4-yl)amino)-5-(trifluoromethyl)pyrimidin-4-yl)-6,7,8,8a-tetrahydro-4H-thieno[2,3-a]pyrrolizin-4-one C(C)C12CC(CN2C(C2=C1SC(=C2)C2=NC(=NC=C2C(F)(F)F)NC2CCN(CC2)S(=O)(=O)C)=O)(C)O